BrC1=C(SC=2C1=NC=C(C2O)C(=O)OCC)C ethyl 3-bromo-7-hydroxy-2-methylthieno[3,2-b]pyridine-6-carboxylate